(R)-N-((R)-1-(3-(difluoromethyl)-2-methylphenyl)ethyl)-2-methylpropane-2-sulfonamide FC(C=1C(=C(C=CC1)[C@@H](C)NS(=O)(=O)C(C)(C)C)C)F